1-(4-(4-fluorobenzyl)-1-isopropyl-8,8-dimethyl-7,8-dihydro-6H-imidazo[1,5-a]pyrrolo[2,3-e]pyridin-6-yl)-2-((2R,5R)-5-methyl-2-(((R)-3-methylmorpholino)methyl)piperazin-1-yl)ethan-1-one FC1=CC=C(CC=2C=3N(C4=C(C2)N(CC4(C)C)C(CN4[C@H](CN[C@@H](C4)C)CN4[C@@H](COCC4)C)=O)C(=NC3)C(C)C)C=C1